ClC1=C(C=C(C(=N1)N1[C@H](CN(CC1)C(=O)OC(C)(C)C)CO)C(=O)OC)C(F)(F)F t-butyl (R)-4-(6-chloro-3-(methoxycarbonyl)-5-(trifluoromethyl)pyridin-2-yl)-3-(hydroxymethyl)piperazin-1-carboxylate